The molecule is a member of the class of 2,1-benzoxathioles that is 2,1-benzoxathiole 1,1-dioxide in which both of the hydrogens at position 3 have been substituted by 4-hydroxy-5-methylphenyl groups. It has a role as an acid-base indicator, a dye and a two-colour indicator. It is a 2,1-benzoxathiole, an arenesulfonate ester, a polyphenol and a sultone. CC1=C(C=CC(=C1)C2(C3=CC=CC=C3S(=O)(=O)O2)C4=CC(=C(C=C4)O)C)O